ditridecyl-ammonium phosphate P(=O)([O-])([O-])[O-].C(CCCCCCCCCCCC)[NH2+]CCCCCCCCCCCCC.C(CCCCCCCCCCCC)[NH2+]CCCCCCCCCCCCC.C(CCCCCCCCCCCC)[NH2+]CCCCCCCCCCCCC